methyl 1-(3-chloro-4-fluorophenyl)-1H-imidazole-2-carboxylate ClC=1C=C(C=CC1F)N1C(=NC=C1)C(=O)OC